C12CN(CC2C1)C1=C(C(=C(C(=C1)C)CN1N=CC(=C1)C(=O)OCC)Cl)C#N ethyl 1-[(4-{3-azabicyclo[3.1.0]hex-3-yl}-2-chloro-3-cyano-6-methylphenyl) methyl]-1H-pyrazole-4-carboxylate